ClC1=C(C=CC=C1)C1N(CCC(C1)(F)F)C1=CC=C(C(=O)N[C@H](C)\C=C\S(=O)(=O)C)C=C1 4-(2-(2-Chlorophenyl)-4,4-difluoropiperidin-1-yl)-N-((R,E)-4-(methylsulfonyl)but-3-en-2-yl)benzamide